1-((2S,5S)-2,5-dimethyl-4-(8-((3-methyl-4-((1-methyl-1H-benzo[d][1,2,3]triazol-5-yl)oxy)phenyl)amino)pyrimido[5,4-d]pyrimidin-2-yl)piperazin-1-yl)prop-2-en-1-one C[C@@H]1N(C[C@@H](N(C1)C=1N=CC2=C(N1)C(=NC=N2)NC2=CC(=C(C=C2)OC2=CC1=C(N(N=N1)C)C=C2)C)C)C(C=C)=O